CC1=NC(=CC(=C1S(=O)(=O)N1CC2(C1)CN(C2)CC2=NN(C=C2)C)C)C(F)(F)F 2-((2,4-dimethyl-6-(trifluoromethyl)pyridin-3-yl)sulfonyl)-6-((1-methyl-1H-pyrazol-3-yl)methyl)-2,6-diazaspiro[3.3]heptane